N-[2-(acetylamino)ethyl]-3-{2-[(3,5-dimethylphenyl)amino]pyrimidin-4-yl}-1-methyl-1H-pyrazole-5-carboxamide C(C)(=O)NCCNC(=O)C1=CC(=NN1C)C1=NC(=NC=C1)NC1=CC(=CC(=C1)C)C